8-((2s,5s)-4-((4-fluorophenyl)(isoxazol-3-yl)methyl)-5-(hydroxymethyl)-2-methylpiperazin-1-yl)-5-methyl-6-oxo-5,6-dihydro-1,5-naphthyridine-2-carbonitrile FC1=CC=C(C=C1)C(N1C[C@@H](N(C[C@H]1CO)C1=CC(N(C=2C=CC(=NC12)C#N)C)=O)C)C1=NOC=C1